NC=1C(=NC(=C(N1)F)Br)C=1C=C2CCNC(C2=CC1F)=O 6-(3-amino-6-bromo-5-fluoropyrazin-2-yl)-7-fluoro-3,4-dihydroisoquinolin-1(2H)-one